[N+](=O)([O-])C1=C(C=2NC3=CC=CC=C3C2C=C1)[N+](=O)[O-] dinitrocarbazole